6-[3-methylimidazo[1,2-a]Pyridin-6-yl]Pyrazine-2-carboxylic acid methyl ester COC(=O)C1=NC(=CN=C1)C=1C=CC=2N(C1)C(=CN2)C